nickel-cobalt-copper sulfide [Cu]=S.[Co].[Ni]